bis(cyclopentadienyl)bis(2,6-difluoro-1-pyridyl)-titanium C1(C=CC=C1)[Ti](N1C(C=CC=C1F)F)(N1C(C=CC=C1F)F)C1C=CC=C1